(R)-1-chloro-3-(2,6-dichloro-4-(2-(4-((R)-2-hydroxy-3-(methylsulfonamido)propoxy)phenyl) propan-2-yl)phenoxy)propan-2-yl acetate C(C)(=O)O[C@@H](CCl)COC1=C(C=C(C=C1Cl)C(C)(C)C1=CC=C(C=C1)OC[C@@H](CNS(=O)(=O)C)O)Cl